NC1CCN(CC1)C1=C(C(=NC=C1C1=CC(=CC(=C1)F)Cl)N)C1=NC2=C(N1)C(=CC(=C2)F)F 4-(4-aminopiperidin-1-yl)-5-(3-chloro-5-fluorophenyl)-3-(5,7-difluoro-1H-1,3-benzodiazol-2-yl)pyridin-2-amine